C(C)(=O)C1=NN(C2=C(C=C(C=C12)C=1C=NC(=NC1)C)CO)CC(=O)OC(C)(C)C tert-Butyl 2-(3-acetyl-7-(hydroxymethyl)-5-(2-methylpyrimidin-5-yl)-1H-indazol-1-yl)acetate